C(CCCCC)N1C2=CC=CC=C2C=2C=C(C=CC12)C#CC1=CC=C(C=C1)C(=O)C1=CC=C(C=C1)C#CC=1C=CC=2N(C3=CC=CC=C3C2C1)CCCCCC bis(4-((9-hexyl-9H-carbazole-3-yl)ethynyl)phenyl)methanone